((4-Butoxyphenyl)sulfonyl)proline C(CCC)OC1=CC=C(C=C1)S(=O)(=O)N1[C@@H](CCC1)C(=O)O